1,2-bis(dichlorophosphino)benzene ClP(C1=C(C=CC=C1)P(Cl)Cl)Cl